CN1C2=C(C(CC(C1=O)NC(OC(C)(C)C)=O)=O)C=CC=C2 tert-butyl (1-methyl-2,5-dioxo-2,3,4,5-tetrahydro-1H-benzo[b]azepin-3-yl)carbamate